NC1=C(C=CC(=N1)N1N=CC(=C1C(F)(F)F)C(=O)NC=1C(=NC(=C(C1)C#N)N1N=CC=N1)C)Cl 1-(6-amino-5-chloropyridin-2-yl)-N-(5-cyano-2-methyl-6-(2H-1,2,3-triazol-2-yl)pyridin-3-yl)-5-(trifluoromethyl)-1H-pyrazole-4-carboxamide